2-{3-(phenanthren-9-yl)phenyl}-4-{3-(naphthalen-2-yl)phenyl}-6-{4-(pyridin-3-yl)phenyl}pyrimidine C1=CC=CC=2C3=CC=CC=C3C(=CC12)C=1C=C(C=CC1)C1=NC(=CC(=N1)C1=CC(=CC=C1)C1=CC2=CC=CC=C2C=C1)C1=CC=C(C=C1)C=1C=NC=CC1